[SeH]C1=CC=C(C=C1)/C=C/S(=O)(=O)F (E)-2-(4-hydroselenophenyl)ethene-1-sulfonyl fluoride